indenyl malonate C(CC(=O)[O-])(=O)OC1C=CC2=CC=CC=C12